BrC=1C=C(C(N(C1)C)=O)NC1=NC=C(C=C1)C1CN(C1)C 5-Bromo-1-methyl-3-(5-(1-methylazetidin-3-yl)pyridin-2-ylamino)pyridine-2(1H)-one